1-[2-(2,2-difluoro-5-azaspiro[2.4]heptan-5-yl)-6-[5-[(6-methylpyridazin-3-yl)amino]benzimidazol-1-yl]-3-pyridyl]ethanol FC1(CC12CN(CC2)C2=NC(=CC=C2C(C)O)N2C=NC1=C2C=CC(=C1)NC=1N=NC(=CC1)C)F